BrCC=1C(=NOC1C1CC1)C1=C(C=CC=C1C(C)C)F 4-(bromomethyl)-5-cyclopropyl-3-[2-fluoro-6-(propan-2-yl)phenyl]-1,2-oxazole